N[C@@]1(C([C@@H](CC1)NC=1C=2N(N=CC1C(=NC1=C(C=C(C=C1)O)CC(F)(F)F)N)C=C(C2)C=2C=NC(=CC2)OC)(C)C)C 4-[[(1R,3S)-3-amino-2,2,3-trimethyl-cyclopentyl]amino]-N'-[4-hydroxy-2-(2,2,2-trifluoroethyl)phenyl]-6-(6-methoxy-3-pyridyl)pyrrolo[1,2-b]pyridazine-3-carboxamidine